FC(C=1C=CC(=NC1)O[C@@H]1CC[C@H](CC1)C(=O)NN)F trans-4-((5-Difluoromethylpyridin-2-yl)oxy)-cyclohexanecarboxylic acid hydrazide